(S)-quinuclidin-3-yl (2,2-dimethyl-5-(quinolin-3-yl)-2,3-dihydro-1H-inden-1-yl)carbamate CC1(C(C2=CC=C(C=C2C1)C=1C=NC2=CC=CC=C2C1)NC(O[C@@H]1CN2CCC1CC2)=O)C